ethyl 3-((4-fluoro-2-methylphenyl)-amino)-5-(trifluoro-methyl)pyrazine-2-carboxylate FC1=CC(=C(C=C1)NC=1C(=NC=C(N1)C(F)(F)F)C(=O)OCC)C